CC1=C(C=C(C(=C1)C)N)O 2,4-dimethyl-5-aminophenol